COC1=NC=CC(=C1C1CCC(CC1)C=1C(N(C2=NC(=CC=C2C1)C)CC1=NC=CC=C1CC(F)(F)F)=O)C 3-((1r,4r)-4-(2-methoxy-4-methylpyridin-3-yl)cyclohexyl)-7-methyl-1-((3-(2,2,2-trifluoroethyl)pyridin-2-yl)methyl)-1,8-naphthyridin-2(1H)-one